1-(4-(6-oxo-1,4,5,6-tetrahydropyridazine-3-yl)phenyl)guanidine O=C1CCC(=NN1)C1=CC=C(C=C1)NC(=N)N